NC=1C(=C(C(=O)NC2=C(C=C(C=C2OC(F)F)C(C(F)(F)F)(C(F)(F)F)F)Cl)C=CC1)F 3-amino-N-[2-chloro-4-[1,1,1,2,3,3,3-heptafluoroprop-2-yl]-6-(difluoromethoxy)phenyl]-2-fluorobenzamide